C1(CCC1)OC1=C(N=CC=2N1N=C(N2)N[C@@H]2[C@@H](CN(CC2)S(=O)(=O)C)C)C=2C=NNC2 5-cyclobutoxy-N-((3r,4s)-3-methyl-1-(methylsulfonyl)piperidin-4-yl)-6-(1H-pyrazol-4-yl)-[1,2,4]triazolo[1,5-a]pyrazin-2-amine